COC1=CC=C(C=N1)CC(=O)NC1=NNC(=C1)[C@@H]1C[C@@H](CC1)N(C(O)=O)C.OC1=C(C=CC=C1)N1CCC1 1-(2-hydroxyphenyl)azetidine (1R,3S)-3-(3-{[(6-methoxypyridin-3-yl)acetyl]amino}-1H-pyrazol-5-yl)cyclopentyl-methylcarbamate